[2-(2,6-dioxopiperidin-3-yl)-4-methoxy-3-oxo-2,3-dihydro-1H-isoindol-5-yl]methyl N-[2-fluoro-4-(4-fluorophenoxy)phenyl]carbamate FC1=C(C=CC(=C1)OC1=CC=C(C=C1)F)NC(OCC=1C(=C2C(N(CC2=CC1)C1C(NC(CC1)=O)=O)=O)OC)=O